NC1=NC=C(C=C1CCC[C@@H](C(=O)O)NC(=O)OC(C)(C)C)F (S)-5-(2-amino-5-fluoropyridin-3-yl)-2-((tert-butoxycarbonyl)amino)pentanoic acid